ClC1=C2C(N(C(=NC2=C(C(=C1)Cl)OC)CCl)C)=O 5,7-Dichloro-2-(chloromethyl)-8-methoxy-3-methylquinazolin-4(3H)-one